1-Butyl-3-methylimidazolium trifluoromethansulfonat FC(S(=O)(=O)[O-])(F)F.C(CCC)N1C=[N+](C=C1)C